FC1=CC=C(C=C1)CC(=O)NN (4-fluorophenyl)acetohydrazide